C(C)OC(C(CCCCC)P(=O)(OCC1=CC=CC=C1)OCC1=CC=CC=C1)=O (Bis(benzyloxy)phosphoryl)heptanoic acid ethyl ester